NCCC=1C=NC(=NC1)C1=C(C=C(C#N)C=C1)OC=1C=NN(C1)CC(C)C 4-[5-(2-aminoethyl)pyrimidin-2-yl]-3-[1-(2-methylpropyl)pyrazol-4-yl]oxybenzonitrile